N1(CCCCC1)C1CCN(CC1)C(=O)OCCl Chloromethyl [1,4']bipiperidinyl-1'-carboxylate